ClC1=C(OCC2=CC=CC(=N2)C#N)C=CC(=C1)[N+](=O)[O-] 6-((2-chloro-4-nitrophenoxy)methyl)pyridinenitrile